C(C)(=O)NC[C@@H](O)[C@@H]1CN(CCOC1)C(=O)OC(C)(C)C tert-butyl (R)-6-((S)-2-acetamido-1-hydroxyethyl)-1,4-oxazepane-4-carboxylate